2-(4-methoxy-1-naphthyl)-4,6-di(trichloromethyl)-1,3,5-triazine COC1=CC=C(C2=CC=CC=C12)C1=NC(=NC(=N1)C(Cl)(Cl)Cl)C(Cl)(Cl)Cl